CC1=C(CN=[N+]=[N-])C(=CC=C1)C 2,6-dimethylbenzyl azide